1-[3-(4-Bromo-2-methyl-2H-pyrazol-3-yl)-4-methoxy-phenyl]-3-(4-fluoro-phenyl)-urea BrC1=C(N(N=C1)C)C=1C=C(C=CC1OC)NC(=O)NC1=CC=C(C=C1)F